2-(methylsulfonyl)benzo[d]oxazole CS(=O)(=O)C=1OC2=C(N1)C=CC=C2